2-fluoro-N-(2-sulfamoylethyl)-4-(8,9,10,11-tetrahydro-3H-pyrazolo[4,3-a]phenanthridin-7-yl)benzamide FC1=C(C(=O)NCCS(N)(=O)=O)C=CC(=C1)C1=NC2=CC=C3C(=C2C=2CCCCC12)C=NN3